C(CCC)OC(CCC(C)(OOC(C)(C)C)OOC(C)(C)C)=O.C(OC(C(CCCC)CC)OOC(C)(C)C)(O)=O t-butylperoxy-2-ethylhexyl carbonate butyl-4,4-di(tert-butylperoxy)valerate